7-(5-bromo-4-dodecyl-thiophen-2-yl)-4-(5-bromo-thiophen-2-yl)-5-chloro-benzo[1,2,5]Thiadiazole BrC1=C(C=C(S1)C1=CC(=C(C2=NSN=C21)C=2SC(=CC2)Br)Cl)CCCCCCCCCCCC